2-(3-(ethyl-(methyl)amino)-1H-pyrazol-1-yl)benzonitrile C(C)N(C1=NN(C=C1)C1=C(C#N)C=CC=C1)C